tryptophyl-1,2,3,4-tetrahydroisoquinoline-3-carboxylic acid N[C@@H](CC1=CNC2=CC=CC=C12)C(=O)C1NC(CC2=CC=CC=C12)C(=O)O